C(#N)C1=C2C3=C(NC2=C(C=C1F)NC)N=CC(=C3N(C)C)C3=CN1C(C(=CC=C1C=C3)C(=O)O)=O 7-[5-cyano-4-(dimethylamino)-6-fluoro-8-(methylamino)-9H-pyrido[2,3-b]indol-3-yl]-4-oxo-quinolizine-3-carboxylic acid